N-(azetidin-3-ylmethyl)-4-((3-(1-(2,2-difluoroethyl)-3-(trifluoromethyl)-1H-pyrazol-4-yl)imidazo[1,2-a]pyrazin-8-yl)amino)-2-ethylbenzamide N1CC(C1)CNC(C1=C(C=C(C=C1)NC=1C=2N(C=CN1)C(=CN2)C=2C(=NN(C2)CC(F)F)C(F)(F)F)CC)=O